(3,5-dimethylphenyl)phosphin CC=1C=C(C=C(C1)C)P